CS(=O)(=O)O.ClC1=C(C(=CC=C1)F)C1=NC(=C(N1)C1=CC=C2C(=N1)N(C(=N2)C)CC(C)(C)C)C2=CC=CC=C2 5-[2-(2-chloro-6-fluorophenyl)-5-phenyl-3H-imidazol-4-yl]-3-(2,2-dimethyl-propyl)-2-methyl-3H-imidazo[4,5-b]pyridine methanesulfonate